(R)-4-amino-7-hydroxy-1-methyl-N-(thiazol-2-yl)-N-(5-(trifluoromethyl)-2,3-dihydro-1H-inden-1-yl)-1H-pyrazolo[4,3-c]quinolin-8-carboxamide NC1=NC=2C=C(C(=CC2C2=C1C=NN2C)C(=O)N([C@@H]2CCC1=CC(=CC=C21)C(F)(F)F)C=2SC=CN2)O